N1C(=NC2=C1C=CC=C2)C=2C=C(C(=O)NO)C=CC2 3-(1H-benzo[d]imidazol-2-yl)-N-hydroxybenzoamide